CC1=CNC2=NC=C(C=C21)C=2C=C1CCN(CC1=C(C2)[C@H]2NCCOC2)C(=O)N2CC1(CC2)CCC(CC1)=O (R)-(6-(3-methyl-1H-pyrrolo[2,3-b]pyridin-5-yl)-8-(morpholin-3-yl)-3,4-dihydroisoquinolin-2(1H)-yl)(8-oxo-2-azaspiro[4.5]decan-2-yl)methanone